2-hydroxyethylammonium dodecyl-sulfate C(CCCCCCCCCCC)OS(=O)(=O)[O-].OCC[NH3+]